C1=CC(=CC=2C3=CC=CC=C3C=CC12)C(C(=O)O)C(C)=O phenanthren-3-yl-3-oxobutanoic acid